3-amino-4-(3-chlorophenyl)-butyric acid NC(CC(=O)O)CC1=CC(=CC=C1)Cl